[Si](C)(C)(C(C)(C)C)OC1=C(C=O)C=CC=C1OC 2-((tert-butyldimethylsilyl)oxy)-3-methoxybenzaldehyde